CC1=C(C(=CC=C1[N+](=O)[O-])C)NC(C(C)N1C=C(C2=CC(=CC=C12)S(=O)(=O)N1CCCCC1)C)=O N-(2,6-dimethyl-3-nitro-phenyl)-2-[3-methyl-5-(1-piperidylsulfonyl)indol-1-yl]propanamide